di(dodecyl) thiodipropionate S(CCC(=O)OCCCCCCCCCCCC)CCC(=O)OCCCCCCCCCCCC